ClC=1C=C(C=C(C1CC1=CC(=C(C=C1)OC)C1=CC(=NC=C1)Cl)Cl)O 3,5-dichloro-4-(3-(2-chloropyridin-4-yl)-4-methoxybenzyl)phenol